(R)-(2-((2-((3-(1-isopropylpiperidin-4-yl)-1,2,3,4,4a,5-hexahydrobenzo[b]pyrazino[1,2-d][1,4]oxazin-8-yl)amino)-7H-pyrrolo[2,3-d]pyrimidin-4-yl)amino)phenyl)dimethylphosphine oxide C(C)(C)N1CCC(CC1)N1C[C@H]2N(C3=C(OC2)C=C(C=C3)NC=3N=C(C2=C(N3)NC=C2)NC2=C(C=CC=C2)P(C)(C)=O)CC1